(1r,2S,5S)-3-((S)-2-((tert-butoxycarbonyl)amino)-2-cyclopropylacetyl)-6,6-dimethyl-3-azabicyclo[3.1.0]hexane-2-carboxylic acid C(C)(C)(C)OC(=O)N[C@H](C(=O)N1[C@@H]([C@H]2C([C@H]2C1)(C)C)C(=O)O)C1CC1